BrC=1C(=NN2C1C=CC(=C2)C2C(C2)C#N)C2=NC1=C(C(N(C(=C1)C(F)(F)F)C)=O)N2C 2-[3-bromo-2-[3,5-dimethyl-4-oxo-6-(trifluoromethyl)imidazo[4,5-c]pyridin-2-yl]pyrazolo[1,5-a]pyridin-6-yl]cyclopropanecarbonitrile